CN(C/C=C/C(=O)N(C)CC(=O)NC[C@@H](C)C=1C=C(C=CC1)NC=1C(=NC(=C(N1)C)CC)C(=O)N)C (S,E)-3-((3-(1-(2-(4-(dimethylamino)-N-methylbut-2-enamido)acetamido)propan-2-yl)phenyl)amino)-6-ethyl-5-methylpyrazine-2-carboxamide